5-(methylamino)-6-(1-methylbenzimidazol-4-yl)-3-(4-morpholinoanilino)pyrazine-2-carboxamide CNC=1N=C(C(=NC1C1=CC=CC=2N(C=NC21)C)C(=O)N)NC2=CC=C(C=C2)N2CCOCC2